(R)-N-((5S)-1'-(4-amino-6-cyano-5-(2,3-dichlorophenyl)pyrimidin-2-yl)-5,7-dihydrospiro[cyclopenta[B]pyridin-6,4'-piperidin]-5-yl)-2-methylpropan-2-sulfinamide NC1=NC(=NC(=C1C1=C(C(=CC=C1)Cl)Cl)C#N)N1CCC2(CC1)[C@@H](C=1C(=NC=CC1)C2)N[S@](=O)C(C)(C)C